NC=1C(=CC(=NC1C1=NC2=C(N1C)C=CC(=C2)C(F)(F)F)C(=O)N)C 5-amino-4-methyl-6-[1-methyl-5-(trifluoromethyl)benzimidazol-2-yl]pyridine-2-carboxamide